COC(=O)[C@@H]1CC[C@H](CC1)O Trans-4-hydroxy-cyclohexanecarboxylic acid methyl ester